4-{[4-(2-cyclobutylsulfanyl-pyridin-3-yl)-2,6-difluoro-phenyl]-methyl-amino}-butyric acid C1(CCC1)SC1=NC=CC=C1C1=CC(=C(C(=C1)F)N(CCCC(=O)O)C)F